N1[C@@H](CCC1)C(=O)N[C@@H](CC1=CC=CC=C1)C(=O)O prolyl-phenylalanine